3-Hydroxy-1H-pyrazole-5-carboxylic acid ethyl ester C(C)OC(=O)C1=CC(=NN1)O